1,1,1,2,2-pentafluoro-2-methoxyethane FC(C(OC)(F)F)(F)F